FC=1C(=CC=2N(C1)C(=NN2)C)I 6-fluoro-7-iodo-3-methyl-[1,2,4]triazolo[4,3-a]pyridine